C(C)(C)(C)S(=O)(=O)NC=1C=C2C(=CNC2=CC1)C=1CCN(CC1)C(C)CC 5-(N-tert-butanesulfonyl)amino-3-(1-(sec-butyl)-1,2,3,6-tetrahydropyridin-4-yl)-1H-indole